N-(6-((3-fluoro-4-methoxyphenyl)amino)-1H-pyrazolo[3,4-b]pyridin-3-yl)-4-(1-methylpiperidin-4-yl)benzamide FC=1C=C(C=CC1OC)NC1=CC=C2C(=N1)NN=C2NC(C2=CC=C(C=C2)C2CCN(CC2)C)=O